[C@H]12CN(C[C@H](CC1)O2)C2=NC=C(C(=C2)NC2=CC=1C3=C(C(N(C1C=C2)C)=O)OCC([C@@H](N3)C3CC3)(F)F)Cl (S)-10-((2-((1R,5S)-8-Oxa-3-azabicyclo[3.2.1]octan-3-yl)-5-chloropyridin-4-yl)amino)-2-cyclopropyl-3,3-difluoro-7-methyl-1,2,3,4-tetrahydro-[1,4]oxazepino[2,3-c]chinolin-6(7H)-on